O1C(OCCCC1)[C@@H](C)N[P@@](OC1=CC=CC=C1)(=O)CO[C@@H](CN1C2=NC=NC(=C2N=C1)N)C phenyl (R)-N-((R)-1-(1,3-dioxepan-2-yl)ethyl)-P-((((R)-1-(6-amino-9H-purin-9-yl)propan-2-yl)oxy)methyl)phosphonamidate